10-(4,5-dimethoxy-2-methyl-3,6-dihydroxy-1,4-cyclohexadienyl)decyl-triphenylphosphonium COC=1C(C(=C(C(C1OC)O)CCCCCCCCCC[P+](C1=CC=CC=C1)(C1=CC=CC=C1)C1=CC=CC=C1)C)O